FC1=CC2=C(N(C(=N2)CN2C(C(=CC=C2)NC([C@@H](CC\C=C\C(=O)N(C)C)CN(C([O-])=O)C)=O)=O)CCC(C)C)C=C1F (S,E)-1-((1-((5,6-Difluoro-1-isopentyl-1H-benzo[d]imidazol-2-yl)methyl)-2-oxo-1,2-dihydropyridin-3-yl)amino)-7-(dimethylamino)-1,7-dioxohept-5-en-2-yl-dimethylcarbamat